N-[1-[3-[5-(difluoromethoxy)pyrimidin-2-yl]pyrazin-2-yl]ethyl]-3-(2,2,2-trifluoroethoxy)-5-(trifluoromethyl)benzamide FC(OC=1C=NC(=NC1)C=1C(=NC=CN1)C(C)NC(C1=CC(=CC(=C1)C(F)(F)F)OCC(F)(F)F)=O)F